OC(CNC(=O)C1=CC=C(C=N1)NC(O[C@H](C)[C@H](C)OC1=CC2=C(N=C(S2)C2=C3N=CC(=NC3=CC(=C2)C)OC)C=C1F)=O)(C)C (2R,3S)-3-((5-fluoro-2-(2-methoxy-7-methylquinoxalin-5-yl)benzo[d]thiazol-6-yl)oxy)butan-2-yl (6-((2-hydroxy-2-methylpropyl)carbamoyl)pyridin-3-yl)carbamate